NCCC1=NN=C(N=N1)CP(O)(O)=O ((6-(2-aminoethyl)-1,2,4,5-tetrazin-3-yl)methyl)phosphonic Acid